methyl 3-(9-((4-(aminomethyl)-2,6-dimethylphenyl)carbamoyl)-4,5-dihydrobenzo[b]thieno[2,3-d]oxepin-8-yl)-6-(benzylcarbamoyl)picolinate NCC1=CC(=C(C(=C1)C)NC(=O)C1=CC2=C(OCCC3=C2SC=C3)C=C1C=1C(=NC(=CC1)C(NCC1=CC=CC=C1)=O)C(=O)OC)C